1,3-bis(aminomethyl)-benzene NCC1=CC(=CC=C1)CN